dioxanyl α-methallyloxymethylacrylate C(C(C)=C)OCC(C(=O)OC1OCCOC1)=C